4-Amino-N-(1-((4-(2-(dimethylamino)ethoxy)-2-fluorophenyl)amino)-6-methylisoquinolin-5-yl)quinazoline-8-carboxamide NC1=NC=NC2=C(C=CC=C12)C(=O)NC1=C2C=CN=C(C2=CC=C1C)NC1=C(C=C(C=C1)OCCN(C)C)F